COC(=O)C=1C=C2N=C(C=3N(C2=CC1)C=CN3)Cl 4-chloroimidazo[1,2-a]quinoxaline-7-carboxylic acid methyl ester